ClC=1C=C2C(=CC(OC2=CC1)=O)N1CCOCC1 6-Chloro-4-morpholin-4-yl-chromen-2-one